CON(C(=O)C=1C=CC2=C(N(C=N2)C)C1)C N-methoxy-N,1-dimethyl-1H-benzo[d]imidazole-6-carboxamide